OCC1=C(C=CC=C1)NC=1N=C(N=NC1C(=O)N)NC1=C(C=C2C(CN(CC2=C1)C)(C)C)OC ((2-(hydroxymethyl)phenyl)amino)-3-((6-methoxy-2,4,4-trimethyl-1,2,3,4-tetrahydroisoquinolin-7-yl)amino)-1,2,4-triazine-6-carboxamide